1-(11Z-eicosenoyl)-2-(9Z-pentadecenoyl)-glycero-3-phosphoserine CCCCCCCC/C=C\CCCCCCCCCC(=O)OC[C@H](COP(=O)(O)OC[C@@H](C(=O)O)N)OC(=O)CCCCCCC/C=C\CCCCC